(2S,3S)-3-(4,4-diethyl-2-imino-6-oxo-hexahydropyrimidin-1-yl)-N-[(3R,4R)-3-hydroxy-3-methyl-chroman-4-yl]-2-(methoxymethyl)-2-methyl-3H-benzofuran-5-carboxamide C(C)C1(NC(N(C(C1)=O)[C@@H]1[C@@](OC2=C1C=C(C=C2)C(=O)N[C@H]2[C@@](COC1=CC=CC=C21)(C)O)(C)COC)=N)CC